4-(7-methoxyquinolin-4-yl)-2-methylphenol succinate C(CCC(=O)O)(=O)O.COC1=CC=C2C(=CC=NC2=C1)C1=CC(=C(C=C1)O)C